C(C1=CC=CC=C1)(C1=CC=CC=C1)(C1=CC=CC=C1)N1C(=NCC1C=O)C trityl-2-methyl-1-imidazoline-4-carbaldehyde